C(C)(C)(C)OC(=O)N1C(COCC1)C=1C=C2C=CNC2=CC1 1H-indol-5-yl-morpholine-4-carboxylic acid tert-butyl ester